(propane-2,2-diylbis(cyclohexane-4,1-diyl)) diterephthalate C(C1=CC=C(C(=O)[O-])C=C1)(=O)OC1CCC(CC1)C(C)(C)C1CCC(CC1)OC(C1=CC=C(C(=O)[O-])C=C1)=O